COC(C1=NC(=C(C=C1C)C(F)(F)F)C)=O.FC=1C=C(C=NC1)C1=NOC(=N1)[C@@H]1C([C@H]1C1=CC=C(C=C1)S(=O)(=O)N)(C)C 4-{(1S,3S)-3-[3-(5-fluoropyridin-3-yl)-1,2,4-oxadiazol-5-yl]-2,2-dimethylcyclopropyl}benzenesulfonamide methyl-3,6-dimethyl-5-(trifluoromethyl)picolinate